[Si](C)(C)(C(C)(C)C)OCC=NS(=O)C(C)(C)C N-[2-{[tert-butyl(dimethyl)silyl]oxy}ethylidene]-2-methylpropane-2-sulfinamide